CC1=NN2C(N=C(C=C2N(CC2=CC=C(C=C2)C2=NC=CC=C2)CCC)C)=C1C=1C(=CC(=NC1)N(C)C)C 5-{2,5-dimethyl-7-[propyl({[4-(pyridin-2-yl)phenyl]methyl})amino]pyrazolo[1,5-a]pyrimidin-3-yl}-N,N,4-trimethylpyridin-2-amine